C1(CC1)C1=NC2=CC=C(C=C2C(=N1)NC1C(CCC1)N(C)C1=C(C=CC=C1)OC)N(CCC)C 2-cyclopropyl-N4-{2-[(2-methoxy-phenyl)-methyl-amino]-cyclopentyl}-N6-methyl-N6-propyl-quinazoline-4,6-diamine